1-(benzofuran-6-yl)-3-fluoro-N-methylpropan-2-amine O1C=CC2=C1C=C(C=C2)CC(CF)NC